BrC1=CC2=C(C(N(C2=O)CC(=O)OC)(C)C)S1 Methyl 2-(2-bromo-6,6-dimethyl-4-oxo-4,6-dihydro-5H-thieno[2,3-c]pyrrol-5-yl)acetate